2-((1R)-1-((7-methoxy-3-(5-methylisoxazol-3-yl)[1,2,4]triazolo[3,4-f][1,2]diazin-6-yl)oxy)ethyl)-6-(oxetan-3-yl)-5,6,7,8-tetrahydropyrido[4,3-b]pyridine COC=1C(=NN2C(C1)=NN=C2C2=NOC(=C2)C)O[C@H](C)C2=CC=C1C(=N2)CCN(C1)C1COC1